CC(=CCC1=C(C2=C(C=C1O)OC(=C(C2=O)O)C3=CC=CC=C3)O)C The molecule is a trihydroxyflavone that is galangin substituted by a prenyl group at position 6. It is a 7-hydroxyflavonol and a trihydroxyflavone. It derives from a galangin.